(1-(4-cyclobutyl-2-methyl-5-(2H-1,2,3-triazol-4-yl)benzoyl)piperidin-4-yl)benzonitrile C1(CCC1)C1=CC(=C(C(=O)N2CCC(CC2)C2=C(C#N)C=CC=C2)C=C1C1=NNN=C1)C